N=1ON=C2C1C=CC(=C2)CC[C@@]2(CN(CC2)C(C)(C)C2=NC=CC=C2)CO (R)-(3-(2-(benzo[c][1,2,5]oxadiazol-5-yl)ethyl)-1-(2-(pyridin-2-yl)propan-2-yl)pyrrolidin-3-yl)methanol